C(=O)C(C#N)C(C)C 2-FORMYL-3-METHYLBUTANENITRILE